O=C1CC(CCC1)C(=O)OCC ethyl 3-oxocyclohexane-1-carboxylate